(S)-2-((R)-2-((S)-2-((S)-2-amino-3-(1-benzhydryl-1H-imidazol-4-yl)propanamido)-6-octanamidohexanamido)-3-(p-tolyl)propanamido)-3-(4-hydroxy-3-nitrophenyl)propanoic acid N[C@H](C(=O)N[C@H](C(=O)N[C@@H](C(=O)N[C@H](C(=O)O)CC1=CC(=C(C=C1)O)[N+](=O)[O-])CC1=CC=C(C=C1)C)CCCCNC(CCCCCCC)=O)CC=1N=CN(C1)C(C1=CC=CC=C1)C1=CC=CC=C1